6-[3-(5-Methoxymethyl-isoxazol-3-yl)-[1,2,4]triazolo[3,4-a]phthalazin-6-yloxymethyl]-nicotinic acid methyl ester COC(C1=CN=C(C=C1)COC1=NN2C(C3=CC=CC=C13)=NN=C2C2=NOC(=C2)COC)=O